N-[(1R,3S)-3-{[6-chloro-2-(trifluoromethyl)quinolin-4-yl]amino}cyclohexyl]-1-(2-chloroethyl)-1H-pyrazole-4-carboxamide ClC=1C=C2C(=CC(=NC2=CC1)C(F)(F)F)N[C@@H]1C[C@@H](CCC1)NC(=O)C=1C=NN(C1)CCCl